2-bromo-N-((1r,4r)-4-(difluoromethoxy)cyclohexyl)acetamide BrCC(=O)NC1CCC(CC1)OC(F)F